1-(2-chlorophenyl)-7-cyclopropyl-4-((pyridin-3-ylmethyl)amino)quinazolin-2(1H)-one ClC1=C(C=CC=C1)N1C(N=C(C2=CC=C(C=C12)C1CC1)NCC=1C=NC=CC1)=O